NC=1C=2N(C=CN1)C(=NC2C2=CC=C(C(=O)NC=1SC3=C(N1)CCCC3)C=C2)[C@H]2N(CCC2)C(\C=C\COC)=O (S,E)-4-(8-amino-3-(1-(4-methoxybut-2-enoyl)pyrrolidin-2-yl)imidazo[1,5-a]pyrazin-1-yl)-N-(4,5,6,7-tetrahydrobenzo[d]thiazol-2-yl)benzamide